N=1C=NN2C1C=C(C=C2)OC2=CC(=C(C=C2C)NC2=NC=NC1=CC=C(C(=C21)Cl)NC(/C(=C/[C@@H]2N(CCC2)C)/F)=O)OC (R,Z)-N-(4-((4-([1,2,4]triazolo[1,5-a]pyridin-7-yloxy)-2-methoxy-5-methylphenyl)amino)-5-chloroquinazolin-6-yl)-2-fluoro-3-(1-methylpyrrolidin-2-yl)acrylamide